COC1=C(CC2C(NC(NC2=O)=O)=O)C=CC(=C1)OC 5-(2,4-dimethoxybenzyl)pyrimidine-2,4,6(1H,3H,5H)-trione